tert-butyl 6-(methylsulfonyl)-3,4-dihydroisoquinoline-2(1H)-carboxylate CS(=O)(=O)C=1C=C2CCN(CC2=CC1)C(=O)OC(C)(C)C